C1(CCCC1)[C@@H](CC#N)N1N=CC(=C1)C=1N=CC2=C(N1)N(C=C2)COCC[Si](C)(C)C (3R)-3-CYCLOPENTYL-3-[4-[7-(2-TRIMETHYLSILYLETHOXYMETHYL)PYRROLO[2,3-D]PYRIMIDINE-YL]PYRAZOL-1-YL]PROPANENITRILE